5-(octadecyloxy)pentanoic Acid C(CCCCCCCCCCCCCCCCC)OCCCCC(=O)O